5-(2,6-dichlorophenyl)-2-(2,3-difluorophenoxy)-6H-pyrimido[1,6-b]pyridazin-6-one ClC1=C(C(=CC=C1)Cl)C=1C(N=CN2N=C(C=CC21)OC2=C(C(=CC=C2)F)F)=O